NCC(=O)O.[Zr].[Al] aluminium-zirconium glycine